C(#N)CC1=NC2=CC(=CC(=C2C=C1C1=CC=C(C=C1)F)C(C)NC1=C(C(=O)O)C=CC=C1)C 2-((1-(2-(cyanomethyl)-3-(4-fluorophenyl)-7-methylquinolin-5-yl)ethyl)amino)benzoic acid